FC1=C(/C=C/S(=O)(C2=NC=CC(=C2)OC)=N)C=CC=C1 (E)-(2-fluorostyryl)(imino)(4-methoxypyridin-2-yl)-λ6-sulfanone